N4-((1s,4s)-4-aminocyclohexyl)-N2-(3,5-dichlorophenyl)-5-(1-(piperidin-4-yl)-1H-pyrazol-4-yl)pyrimidine-2,4-diamine NC1CCC(CC1)NC1=NC(=NC=C1C=1C=NN(C1)C1CCNCC1)NC1=CC(=CC(=C1)Cl)Cl